C(C=C)(=O)OCC(COC(C=C)=O)(COCC(COC(C=C)=O)(CO)CO)CO (dipentaerythritol) triacrylate